5-{(3R)-1-[1-(4-methyl-1H-imidazol-2-yl)ethyl]-5',6'-dihydrospiro[pyrrolidine-3,4'-pyrrolo[1,2-b]pyrazol]-2'-yl}-3-(trifluoromethyl)pyridin-2-amine CC=1N=C(NC1)C(C)N1C[C@]2(CCN3N=C(C=C32)C=3C=C(C(=NC3)N)C(F)(F)F)CC1